COC1=C2C=CN(C(C2=CC=C1)=O)C 5-Methoxy-2-methyl-2H-isoquinolin-1-one